4-amino-3-cyclobutylbenzoic acid methyl ester COC(C1=CC(=C(C=C1)N)C1CCC1)=O